tert-butyl (R)-2-((4-((S)-2-(2-hydroxyphenyl)-5,6,6a,7,9,10-hexahydro-8H-pyrazino[1',2':4,5]pyrazino[2,3-c]pyridazin-8-yl)-[1,4'-bipiperidin]-1'-yl)methyl)morpholine-4-carboxylate OC1=C(C=CC=C1)C=1C=C2C(=NN1)NC[C@@H]1N2CCN(C1)C1CCN(CC1)C1CCN(CC1)C[C@@H]1CN(CCO1)C(=O)OC(C)(C)C